COC=1C=C(C=CC1OC(C1=C(C=CC=C1)OC(C)=O)=O)C=CC(=O)O 3-{3-methoxy-4-[(2-acetoxy)benzoyloxy]phenyl}acrylic acid